C(C)(C)(C)OC(=O)N[C@H]1CN(CC[C@@H]2N(C1=O)[C@@H](CC2)C(=O)OC)C(CF)=O methyl (5S,8S,10aR)-5-((tert-butoxycarbonyl)amino)-3-(2-fluoroacetyl)-6-oxodecahydropyrrolo[1,2-a][1,5]diazocine-8-carboxylate